vinylhexyltrimethylsilane C(=C)CCCCCC[Si](C)(C)C